ClC1=CC(=C2C(=N1)C(=C(O2)C[C@H](C)NC(OC(C)(C)C)=O)C=O)NCC=2OC=CC2 tert-butyl N-[(2S)-1-{5-chloro-3-formyl-7-[(furan-2-ylmethyl)amino]furo[3,2-b]pyridin-2-yl}propan-2-yl]carbamate